[Fe].[Mn].[Co].[Cu] copper-cobalt-manganese-iron